C(CCCCCCC\C=C/CCCCCCCC)(=O)OCC(OC(CCCCCCC\C=C/CCCCCCCC)=O)COC(CCCCCCCCCCCCCCC)=O 1,2-dioleoyl-3-palmitoylglycerol